ClC=1C(=CC2=C(NC(=N2)OC=2C=CC(=C(C(=O)O)C2)C)C1)C1=CC=C(C=C1)C1=CC=C(C=C1)OC 5-((6-chloro-5-(4'-methoxy-[1,1'-biphenyl]-4-yl)-1H-benzo[d]imidazol-2-yl)oxy)-2-methylbenzoic acid